5-methyl-2-pyrrolecarboxylic acid CC1=CC=C(N1)C(=O)O